Tert-Butyl 2-propioloylhydrazinecarboxylate C(C#C)(=O)NNC(=O)OC(C)(C)C